BrC1=CC(=NC=C1)N1CCC(CC1)C1=CC=C2C(C=3N(C=4C=CC=C(C4C(N3)=O)Cl)C2=C1)(C)C 10-(1-(4-bromopyridin-2-yl)piperidin-4-yl)-4-chloro-7,7-dimethylindolo[1,2-a]quinazolin-5(7H)-one